(3S)-N-((1R,2R,4S)-7-cyano-7-azabicyclo[2.2.1]heptan-2-yl)-1-(6-methyl-2-pyrazinyl)-3-pyrrolidinecarboxamide C(#N)N1[C@H]2[C@@H](C[C@@H]1CC2)NC(=O)[C@@H]2CN(CC2)C2=NC(=CN=C2)C